C1(CC1)CN(C1CCC(CC1)N(C1=C(C(N(C=2C=CC(=NC12)C#N)C)=O)C#N)C)C1=CC(=CC=C1)OC 8-((4-((cyclopropylmethyl)(3-methoxyphenyl)amino)cyclohexyl)(methyl)amino)-5-methyl-6-oxo-5,6-dihydro-1,5-naphthyridine-2,7-dicarbonitrile